ClC1=C(C=C(C(=N1)C=1C=C2C(=NC1)CN(C2=O)CC2CC2)C=2C=NN(C2)CC2(CCCC2)F)C 3-(6-chloro-3-(1-((1-fluorocyclopentyl)methyl)-1H-pyrazol-4-yl)-5-methylpyridin-2-yl)-6-(cyclopropylmethyl)-6,7-dihydro-5H-pyrrolo[3,4-b]pyridin-5-one